(R)-6-((3-methoxyazetidin-1-yl)methyl)-2-(3-(1,1,2-trifluoro-1-(4-methyl-4H-1,2,4-triazol-3-yl)propan-2-yl)phenyl)-4-(trifluoromethyl)isoindolin-1-one COC1CN(C1)CC1=CC(=C2CN(C(C2=C1)=O)C1=CC(=CC=C1)[C@@](C(C1=NN=CN1C)(F)F)(C)F)C(F)(F)F